C[C@@]12CCC(=O)OC(C1=CC[C@]3([C@H]2C[C@@]4(C(=C)[C@]3(C(=O)[C@@](C4=O)(C)O)C(=O)OC)C)C)(C)C The molecule is a meroterpenoid found in Penicillium rubrum and has been shown to exhibit inhibitory activity against caspase-1. It has a role as a cysteine protease inhibitor and a Penicillium metabolite. It is a cyclic terpene ketone, a meroterpenoid, an organic heterotetracyclic compound, a terpene lactone, a tertiary alcohol, a methyl ester, an epsilon-lactone, a beta-diketone and a tertiary alpha-hydroxy ketone.